BrC1=C(C(=CC(=C1)C(C(F)(F)F)(C(F)(F)F)F)Cl)NC(C1=C(C(=CC=C1)N(CC)C(C1=CC=C(C=C1)C#N)=O)OC)=O N-[2-bromo-6-chloro-4-[perfluoropropan-2-yl]phenyl]-3-[(4-cyanobenzoyl)-ethyl-amino]-2-methoxy-benzamide